5-((2-chloropyrimidin-4-yl)oxy)pyridin-2-amine ClC1=NC=CC(=N1)OC=1C=CC(=NC1)N